2-tert-Butylamino-N-(1-pyrido[2,3-b]pyrazin-8-yl-piperidin-4-ylmethyl)-acetamide C(C)(C)(C)NCC(=O)NCC1CCN(CC1)C1=CC=NC2=NC=CN=C21